ethyl 4-amino-2-methylbenzoate NC1=CC(=C(C(=O)OCC)C=C1)C